methyl (2S,4S)-4-(3-bromophenoxy)-1-[2-(2,4-difluorophenyl)-3-methyl-imidazole-4-carbonyl]pyrrolidine-2-carboxylate BrC=1C=C(O[C@H]2C[C@H](N(C2)C(=O)C=2N(C(=NC2)C2=C(C=C(C=C2)F)F)C)C(=O)OC)C=CC1